amino-N-isobutyl-[2,3'-bipyridine]-4-carboxamide NC=1C(=NC=CC1C(=O)NCC(C)C)C=1C=NC=CC1